[N+](=O)([O-])C=1C=C2/C(/C(NC2=CC1)=O)=C/1\C(N(/C(/S1)=N/C1=CC=CC=C1)C1=CC=CC=C1)=O (Z)-5-((Z)-5-nitro-2-oxoindolin-3-ylidene)-3-phenyl-2-(phenylimino)thiazolidin-4-one